tert-Butyl 5-oxo-9-oxa-2-azaspiro[5.5]undecane-2-carboxylate O=C1CCN(CC12CCOCC2)C(=O)OC(C)(C)C